NC1=NC=NN2C1=C(C=C2[C@@H]2CC[C@H](CC2)C#N)C2=CC=C(C=C2)C2=C(C(N(C=C2)C2=CC=C(C=C2)F)=O)C(=O)N {4-[4-amino-7-(trans-4-cyanocyclohexyl)pyrrolo[2,1-f][1,2,4]triazin-5-yl]phenyl}-1-(4-fluorophenyl)-2-oxo-1,2-dihydropyridine-3-carboxamide